[Na+].N[C@@H](CC1=CC=C(C=C1)O)C(=O)[O-] tyrosine sodium salt